ClC=1C=C(C=CC1F)C(CC1=CC=C(C=C1)F)(O)C=1N(C(=CN1)S(=O)(=O)C)COCC[Si](C)(C)C 1-(3-chloro-4-fluorophenyl)-2-(4-fluorophenyl)-1-(5-methanesulfonyl-1-{[2-(trimethylsilyl)ethoxy]methyl}-1H-imidazol-2-yl)ethan-1-ol